NC=1C=C(C=CC1)C1=C(C=C(C=C1)NS(=O)(=O)C=1C=C2NC(C(NC2=CC1C)=O)=O)Cl N-(3'-amino-2-chloro-[1,1'-biphenyl]-4-yl)-7-methyl-2,3-dioxo-1,2,3,4-tetrahydroquinoxaline-6-sulfonamide